FC(C(C(F)(F)F)O)(F)F.[Na] sodium hexafluoroisopropyl alcohol